8-chloro-2-methyl-N-(4-(4-(methylsulfonyl)thiophen-2-yl)-5-(trifluoromethyl)pyrimidin-2-yl)-2,3,4,5-tetrahydro-1H-benzo[c]azepin-7-amine ClC=1C(=CC2=C(CN(CCC2)C)C1)NC1=NC=C(C(=N1)C=1SC=C(C1)S(=O)(=O)C)C(F)(F)F